C(C)(C)(C)OC(=O)N1[C@@H](C[C@H](C[C@H]1C)O)CC#N (2R,4S,6R)-2-(cyanomethyl)-4-hydroxy-6-methylpiperidine-1-carboxylic acid tert-butyl ester